COC(=O)C1=CC=NC2=CC(=CN=C12)OC 7-methoxy-1,5-naphthyridine-4-carboxylic acid methyl ester